6-but-3-enyl-4-[3-fluoro-5-(3-methylmorpholine-4-carbonyl)phenyl]-1H-pyrrolo[2,3-c]pyridin-7-one C(CC=C)N1C(C2=C(C(=C1)C1=CC(=CC(=C1)C(=O)N1C(COCC1)C)F)C=CN2)=O